C(#N)C1(CCC2=C1C=NC=C2)NC(=O)[C@@H]2[C@H]1[C@H]3C=C[C@@H]([C@H]1CN2C([C@H](C(C)(C)C)NC(C(F)(F)F)=O)=O)C3 (1R,2S,3S,6R,7S)-N-{7-cyano-5H,6H-cyclopenta[c]pyridin-7-yl}-4-[(2S)-3,3-dimethyl-2-(2,2,2-trifluoroacetamido)butanoyl]-4-azatricyclo[5.2.1.0^{2,6}]dec-8-ene-3-carboxamide